6-chloro-4-[(3,5-difluorophenyl)methyl]-8-fluoro-2-methyl-7-nitro-1,4-benzoxazin-3-one ClC=1C(=C(C2=C(N(C(C(O2)C)=O)CC2=CC(=CC(=C2)F)F)C1)F)[N+](=O)[O-]